N1=C(C=CC=C1)C1CN(C1)C(=O)[O-] 3-(pyridin-2-yl)azetidine-1-carboxylate